N'-(1,3-diphenyl-1H-pyrazol-5-yl-carbonyl)-2-(2-methoxyphenyl)acetohydrazide C1(=CC=CC=C1)N1N=C(C=C1C(=O)NNC(CC1=C(C=CC=C1)OC)=O)C1=CC=CC=C1